(1S,4r)-4-((S)-2-(4-(Dimethylamino)-3-fluorobenzyl)-6-(methoxycarbonyl)-7-methyl-6,7,8,9-tetrahydro-3H-imidazo[4,5-f]chinolin-3-yl)cyclohexan CN(C1=C(C=C(CC=2N(C=3C(=C4CC[C@@H](N(C4=CC3)C(=O)OC)C)N2)C2CCCCC2)C=C1)F)C